C(C=C)N1CCC=2C=CC=NC2C1=O 7-(prop-2-en-1-yl)-6,7-dihydro-1,7-naphthyridin-8(5H)-one